CNC1C2CC3CC(CC1C3)C2 N-methyladamantan-2-amine